ClC1=C(C=NC2=CC=C(C=C12)Cl)S(=O)(=O)NC1CCOCC1 4,6-dichloro-N-tetrahydropyran-4-yl-quinoline-3-sulfonamide